4-[3-[2,6-Dichloro-4-(5-methyl-6,7-dihydro-4H-pyrazolo[1,5-a]pyrazin-3-yl)benzoyl]-2,4-dihydro-1,3-benzoxazin-8-yl]-5-fluoro-2-(3-oxa-8-azabicyclo[3.2.1]oct-8-yl)benzoic acid ClC1=C(C(=O)N2COC3=C(C2)C=CC=C3C3=CC(=C(C(=O)O)C=C3F)N3C2COCC3CC2)C(=CC(=C1)C=1C=NN2C1CN(CC2)C)Cl